2-(4-(6-((4-Methoxy-2-methylphenyl)amino)-3-methyl-2-oxo-2,3-dihydro-1H-imidazo[4,5-c]pyridin-1-yl)phenyl)-2-methylpropanenitrile COC1=CC(=C(C=C1)NC1=CC2=C(C=N1)N(C(N2C2=CC=C(C=C2)C(C#N)(C)C)=O)C)C